6-(8-(benzo[d]thiazol-2-ylcarbamoyl)-3,4-dihydroisoquinolin-2(1H)-yl)-3-bromopicolinic acid tert-butyl ester C(C)(C)(C)OC(C1=NC(=CC=C1Br)N1CC2=C(C=CC=C2CC1)C(NC=1SC2=C(N1)C=CC=C2)=O)=O